N(N=C1SC2=C(N1CC)C=CC=C2)=C2SC1=C(N2CC)C=CC=C1 2,2'-azino-bis(3-ethylbenzothiazoline)